tert-butyl (4-(((S)-1-((2S,4R)-4-hydroxy-2-((4-(4-methylthiazol-5-yl)benzyl)carbamoyl)pyrrolidin-1-yl)-3,3-dimethyl-1-oxobutan-2-yl)carbamoyl)benzyl)carbamate O[C@@H]1C[C@H](N(C1)C([C@H](C(C)(C)C)NC(=O)C1=CC=C(CNC(OC(C)(C)C)=O)C=C1)=O)C(NCC1=CC=C(C=C1)C1=C(N=CS1)C)=O